C(C)(C)(C)OC(=O)NCCNC=1C2=C(N=CN1)C(=CC(=N2)Cl)C(=O)OC Methyl 4-((2-((tert-butoxycarbonyl)amino)ethyl)amino)-6-chloropyrido[3,2-d]pyrimidine-8-carboxylate